3-(3-Chloro-benzoylamino)-adamantane-1-carboxylic acid pyridin-2-ylamide N1=C(C=CC=C1)NC(=O)C12CC3(CC(CC(C1)C3)C2)NC(C2=CC(=CC=C2)Cl)=O